C(C(=C)C)(=O)O.C(C(=C)C)(=O)O.C(C(=C)C)(=O)O.C(C(=C)C)(=O)O.CC(CNOC(=O)C(CO)CO)(CC(CCNOC(=O)C(CO)CO)C)C N,N'-(2,2,4-trimethylhexamethylene)bis[2-(aminocarboxy)propan-1,3-diol] tetramethacrylate